COC=1C=C(C=CC1OC)C=1NC2=CC=C(C=C2C1C(C)C)OCC(=O)NCC1NCCCC1 2-((2-(3,4-Dimethoxyphenyl)-3-isopropyl-1H-indol-5-yl)oxy)-N-(piperidin-2-ylmethyl)acetamid